C(C1=CC=CC=C1)N1[C@H]2[C@@H](CC1)CNC2 (3aS,6aS)-1-benzyl-hexahydro-2H-pyrrolo[3,4-b]pyrrole